2,3-dimethyl-pentenol CC(=CO)C(CC)C